3-(((2,5-bis(trifluoromethyl)pyrazolo[1,5-a]pyrimidin-7-yl)amino)methyl)-3-(5-fluoropyridin-2-yl)azetidine-1-sulfonamide FC(C1=NN2C(N=C(C=C2NCC2(CN(C2)S(=O)(=O)N)C2=NC=C(C=C2)F)C(F)(F)F)=C1)(F)F